C(C)(C)(C)OC(=O)N1CCC(CC1)C=1C=C2C(=CN(C2=CC1C)C(=O)OC(C)(C)C)C(C)C tert-butyl 5-(1-(tert-butoxycarbonyl) piperidin-4-yl)-3-isopropyl-6-methyl-1H-indole-1-carboxylate